2-(4,6-diphenyl-1,3,5-triazin-2-yl)-5-[2-(2-ethylhexanyloxy)ethoxy]phenol C1(=CC=CC=C1)C1=NC(=NC(=N1)C1=CC=CC=C1)C1=C(C=C(C=C1)OCCOCC(CCCC)CC)O